NC=1NC(C=2N(C(N(C2N1)[C@@H]1O[C@@H](C[C@H]1O)[C@H](CF)O)=O)CC#C)=O 2-amino-9-((2R,3R,5S)-5-((R)-2-Fluoro-1-hydroxyethyl)-3-hydroxytetrahydrofuran-2-yl)-7-(prop-2-yn-1-yl)-7,9-dihydro-1H-purine-6,8-dione